tert-butyl (1-amino-3-((tert-butyldiphenylsilyl)oxy)-1-thioxopropan-2-yl)carbamate NC(C(CO[Si](C1=CC=CC=C1)(C1=CC=CC=C1)C(C)(C)C)NC(OC(C)(C)C)=O)=S